OC(C(=O)[O-])C(O)(C(=O)[O-])CC(=O)[O-].[Ca+2].N[C@@H](CCCNC(N)=N)C(=O)O.OC(C(=O)[O-])C(O)(C(=O)[O-])CC(=O)[O-].[Ca+2].[Ca+2] L-arginine calcium 2-hydroxycitrate salt